8-fluoro-7-isopropoxy-2-(tetrahydro-2H-pyran-4-yl)imidazo[1,2-a]pyridine-6-carboxylic acid lithium [Li].FC=1C=2N(C=C(C1OC(C)C)C(=O)O)C=C(N2)C2CCOCC2